((2R,3R,4S,5R)-4-acetoxy-5-(2-amino-7-(4-formylbenzyl)-8-oxo-7,8-dihydro-9H-purin-9-yl)-3-fluorotetrahydrofuran-2-yl)methylacetat C(C)(=O)O[C@@H]1[C@@H]([C@H](O[C@H]1N1C2=NC(=NC=C2N(C1=O)CC1=CC=C(C=C1)C=O)N)COC(C)=O)F